NC1=C(C(=NC=C1C(=O)OCC)Cl)I Ethyl 4-amino-6-chloro-5-iodonicotinate